Cl.CN(CCCN)C N,N-dimethyl-1,3-propylenediamine hydrochloride